bicyclo[1.1.1]pentan-1-yl benzoate C(C1=CC=CC=C1)(=O)OC12CC(C1)C2